FC(CC1=CC(=C(C(=C1)OCC1=CC=CC=C1)C1=C2CC(N(C2=CC=C1C)CC)=O)OCC1=CC=CC=C1)(C)F 4-(4-(2,2-Difluoropropyl)-2,6-bis(benzyloxy)phenyl)-1-ethyl-5-methylindolin-2-one